FC1=NC=CC=C1C1=CC(=NC=C1)N 2-fluoro-[3,4'-bipyridin]-2'-amine